3-[4-(4,4,5,5-tetramethyl-1,3,2-dioxaborolan-2-yl)-1H-pyrazol-1-yl]oxetan CC1(OB(OC1(C)C)C=1C=NN(C1)C1COC1)C